FC(C(=O)O)(F)F.NCC=1C=C2CN(C(C2=CC1)=O)C1C(NC(CC1)=O)=O 3-[5-(aminomethyl)-1-oxo-isoindolin-2-yl]piperidine-2,6-dione trifluoroacetate